4-[7-({[(3-chlorophenyl)methyl]amino}methyl)-[1,2,4]triazolo[1,5-a]pyridin-5-yl]benzonitrile ClC=1C=C(C=CC1)CNCC1=CC=2N(C(=C1)C1=CC=C(C#N)C=C1)N=CN2